C(C)(C)C(C(=O)O)CCCCCCCCCCCCCC.C(CCCCCCCCCCCCCCC)(=O)OC(C)C isopropyl palmitate (isopropyl palmitate)